7-chloro-4-[[2-[3-(5-chloro-6-oxo-1H-pyridazin-4-yl)propyl]-2-azaspiro[3.3]heptan-6-yl]methyl]-2-methyl-isoindolin-1-one ClC=1C=CC(=C2CN(C(C12)=O)C)CC1CC2(CN(C2)CCCC=2C=NNC(C2Cl)=O)C1